BrC=1C=CC2=C(C(=C(O2)C)COC2=C(C=CC(=C2)C)CC(=O)OCC)C1 ethyl 2-(2-((5-bromo-2-methylbenzofuran-3-yl)methoxy)-4-methylphenyl)acetate